pyrrolidinespiro-oxindole N1C(C2(C3=CC=CC=C13)NCCC2)=O